CC1C(=O)OCCC1 methyl-valerolactone